2-(2,3-Dimethyl-1H-indol-6-yl)-2-(4-hydroxyphenyl)propanenitrile CC=1NC2=CC(=CC=C2C1C)C(C#N)(C)C1=CC=C(C=C1)O